COC1=NC=C(C2=C1N=C(S2)NC(=O)N2CC1(CC2)CCOCC1)C1=C[C@H](CCC1)C 8-Oxa-2-aza-spiro[4.5]decane-2-carboxylic acid [4-methoxy-7-((S)-3-methyl-cyclohex-1-enyl)-thiazolo[4,5-c]pyridin-2-yl]-amide